NC1=NC=2C=C(C(=CC2C2=C1COC2)C(=O)N2[C@H](COC[C@H]2C)C=2N=NC(=CC2)OCC)F (4-amino-7-fluoro-1,3-dihydrofuro[3,4-c]quinolin-8-yl)((3s,5r)-3-(6-ethoxy-3-pyridazinyl)-5-methyl-4-morpholinyl)methanone